C(C)(C)(C)OC(=O)N1C[C@@]2(CCN(C2=O)[C@H](C(=O)O)C(C)C)CC1 (S)-2-((R)-7-(tert-butoxycarbonyl)-1-oxo-2,7-diazaspiro[4.4]nonan-2-yl)-3-methylbutanoic acid